C1(CC1)CC1(CCC2(OCCO2)CC1)CCO 2-[8-(cyclopropylmethyl)-1,4-dioxaspiro[4.5]decan-8-yl]ethan-1-ol